2-acetyl-3-(benzylamino)-N-phenylbut-2-enylthioamide C(C)(=O)C(CS[NH-])=C(CC1=CC=CC=C1)NCC1=CC=CC=C1